2-fluoro-N-(methanesulfonyl)benzamide FC1=C(C(=O)NS(=O)(=O)C)C=CC=C1